(S)-N-(5-((R)-2-(2,5-difluorophenyl)pyrrolidin-1-yl)pyrazolo[1,5-a]pyrimidin-3-yl)-3-hydroxypyrrolidine-1-carboxamide hydrochloride Cl.FC1=C(C=C(C=C1)F)[C@@H]1N(CCC1)C1=NC=2N(C=C1)N=CC2NC(=O)N2C[C@H](CC2)O